FC1([C@@H](CN(C1)C)NC1=NN2C(C(=N1)OC)=C(C(=C2)F)C=2C=NC=1N(C2)C(=CN1)C(F)F)F (R)-N-(4,4-difluoro-1-methylpyrrolidin-3-yl)-5-(3-(difluoromethyl)imidazo[1,2-a]pyrimidin-6-yl)-6-fluoro-4-methoxypyrrolo[2,1-f][1,2,4]triazin-2-amine